C(C)(C)NC1=C2C(=NC=C1C=1SC(=NN1)N1CCNCC1)C1=C(O2)C=C(C=C1)C#N 4-(isopropylamino)-3-(5-(piperazin-1-yl)-1,3,4-thiadiazol-2-yl)benzofurano[3,2-b]pyridine-7-carbonitrile